CC1=CC2=C(S1(=O)=O)C=C(C=C2)C(=O)[O-] 2-methylbenzo[b]thiophene-6-carboxylate 1,1-dioxide